C(C)(C)(C)[Si](OCC1=CC=C(N)C=C1)(C)C 4-({[tert-butyl-(dimethyl)silyl]oxy}methyl)aniline